OCN1C2=C(C=CC1=O)COCC2 (Hydroxymethyl)-1,5,7,8-tetrahydro-2H-pyrano[4,3-b]pyridin-2-one